OC(C(=O)N)CCCCC(=O)O Hydroxypimelic acid amide